[2H]C1=CC=C2C(=C(NC2=C1[2H])[2H])C([2H])([2H])[C@@]([2H])(C(=O)O)N([2H])[2H] tryptophan-d8